benzyl 4-(4-chloro-9H-pyrimido[4,5-b]indol-7-yl)piperazine-1-carboxylate ClC1=NC=NC=2NC3=CC(=CC=C3C21)N2CCN(CC2)C(=O)OCC2=CC=CC=C2